C1(CCC1)N1C(=NC2=C1C=C(C=C2F)C(C)(C)O)NC(=O)C2(CC2)CC(F)F N-(1-cyclobutyl-4-fluoro-6-(2-hydroxypropan-2-yl)-1H-benzo[d]imidazol-2-yl)-1-(2,2-difluoroethyl)cyclopropane-1-carboxamide